8-cyano-N-[6-(difluoromethoxy)-5-fluoro-2-methoxy-3-pyridyl]-7-methyl-imidazo[1,2-a]pyridine-3-sulfonamide C(#N)C=1C=2N(C=CC1C)C(=CN2)S(=O)(=O)NC=2C(=NC(=C(C2)F)OC(F)F)OC